[I-].CC1SC2=C(N1C)C=CC=C2 2,3-dimethylbenzothiazole iodide salt